C(#N)[C@@H]1CN(CCC1)C1CCN(CC1)C(CN1N=C(C(=C1)NC(=O)C=1C=NN2C1N=CC=C2)C2=C(C=CC(=C2)SC)OC(F)F)=O N-[1-[2-[4-[(3S)-3-cyano-1-piperidyl]-1-piperidyl]-2-oxo-ethyl]-3-[2-(difluoromethoxy)-5-methylsulfanyl-phenyl]pyrazol-4-yl]pyrazolo[1,5-a]pyrimidine-3-carboxamide